CC(CO)(CCCC)C 2,2-dimethyl-1-hexanol